C(C)(C)(C)OC(=O)N1C[C@@H](CC1)CCO (S)-3-(2-hydroxyethyl)pyrrolidine-1-carboxylic acid tert-butyl ester